triethylamine chloride salt [Cl-].C(C)N(CC)CC